C(C)(C)(C)OC(NCCOCCOC1=CC(=CC=C1)N)=O (2-(2-(3-aminophenoxy)ethoxy)ethyl)carbamic acid tert-butyl ester